13-docosenoamide C(CCCCCCCCCCCC=CCCCCCCCC)(=O)N